bis(3-ethyl-3-oxetanyl-methyl)ether C(C)C1(COC1)COCC1(COC1)CC